C(C)(C)(C)OC(=O)N1CC(C1)C1=NC=C(C=C1)C(=C)C(F)(F)F.ClC1=CC=C(C=C1)C1=NC(=NO1)C(C)(C)S(=O)(=O)N 2-[5-(4-Chlorophenyl)-1,2,4-oxadiazol-3-yl]propane-2-sulfonamide tert-butyl-3-[5-[1-(trifluoromethyl)vinyl]-2-pyridyl]azetidine-1-carboxylate